methyl 4-[(5-bromo-2-pyridyl)oxy]benzoate BrC=1C=CC(=NC1)OC1=CC=C(C(=O)OC)C=C1